FC=1C=CC(=C2C=NN(C12)COCC[Si](C)(C)C)C(CO)O 1-(7-fluoro-1-((2-(trimethylsilyl)ethoxy)methyl)-1H-indazol-4-yl)ethane-1,2-diol